C(CCCCCC)C1OCC(CO1)O 2-n-heptyl-1,3-dioxan-5-ol